tert-butyl N-[6-(2-hydroxypropan-2-yl)-7-methylthieno[3,2-c]pyridazin-4-yl]-N-(thiophen-2-ylmethyl)carbamate OC(C)(C)C1=C(C=2N=NC=C(C2S1)N(C(OC(C)(C)C)=O)CC=1SC=CC1)C